3-(Quinoxalin-2-yl)-3-(5-(2-(5,6,7,8-tetrahydro-1,8-naphthyridin-2-yl)eth-yl)-1H-indazol-1-yl)propanoic acid N1=C(C=NC2=CC=CC=C12)C(CC(=O)O)N1N=CC2=CC(=CC=C12)CCC1=NC=2NCCCC2C=C1